7-(3-isopropyl-5-(piperidin-4-yl)-1H-indol-2-yl)-1,3-dihydro-2H-imidazo[4,5-b]pyridin-2-one C(C)(C)C1=C(NC2=CC=C(C=C12)C1CCNCC1)C1=C2C(=NC=C1)NC(N2)=O